2-(4-fluorobenzyl)-2,4,5,6-tetrahydropyrrolo[3,4-c]pyrazole FC1=CC=C(CN2N=C3C(=C2)CNC3)C=C1